N-[(6-Amino-2-pyridyl)sulfonyl]-6-cycloheptyl-2-(2,4,6-trimethylphenoxy)pyridin-3-carboxamid NC1=CC=CC(=N1)S(=O)(=O)NC(=O)C=1C(=NC(=CC1)C1CCCCCC1)OC1=C(C=C(C=C1C)C)C